(1-(Fluoromethyl)cyclopropyl)methyl methanesulfonate CS(=O)(=O)OCC1(CC1)CF